furanyl-alanine O1C(=CC=C1)N[C@@H](C)C(=O)O